NCCC(C[Si](OCC)(OCC)OCC)CCCC beta-(aminoethyl)-hexyltriethoxy-silane